N-((2'-cyano-3'-fluoro-5'-(1,1,1-trifluoropropane-2-yl)-[1,1'-biphenyl]-4-yl)methyl)-5-fluoro-2-methoxybenzamide C(#N)C1=C(C=C(C=C1F)C(C(F)(F)F)C)C1=CC=C(C=C1)CNC(C1=C(C=CC(=C1)F)OC)=O